1-(4-chlorophenyl)-1H-pyrazol-3-yl-2-(4-chlorophenyl)acetate ClC1=CC=C(C=C1)N1N=C(C=C1)C(C(=O)[O-])C1=CC=C(C=C1)Cl